citronellal nitrate [N+](=O)(O)[O-].CC(C)=CCCC(C)CC=O